NC1C(CN(CC1)C1=C(C#N)C(=C(C=N1)C1=CC(=C(C=C1)OC)O)C1=CC(=C(C=C1)C#N)F)F 2-(4-amino-3-fluoropiperidin-1-yl)-4-(4-cyano-3-fluorophenyl)-5-(3-hydroxy-4-methoxyphenyl)nicotinonitrile